ClC=1C=C(CC=2C=C(C(=NC2)N)F)C=CC1 5-(3-chlorobenzyl)-3-fluoropyridin-2-amine